C(C1=CC=CC=C1)N(C(=O)N[C@H](C(=O)O)CCC(C)(C)C)C (2S)-2-{[benzyl-(methyl)carbamoyl]amino}-5,5-dimethylhexanoic acid